(2R,4R)-N2-(5-((+)-1-amino-1-(3-cyanophenyl)-3-cyclopropyl)-2-fluorophenyl)-4-hydroxy-N1-(4-nitrophenyl)pyrrolidine-1,2-dicarboxamide NC1(CC1C=1C=CC(=C(C1)NC(=O)[C@@H]1N(C[C@@H](C1)O)C(=O)NC1=CC=C(C=C1)[N+](=O)[O-])F)C1=CC(=CC=C1)C#N